BrC1=C(C2=C(SC=C2)C=C1)O 5-bromobenzo[b]thiophene-4-ol